(4-phenanthren-9-yl-phenyl)-[1,1':2',1'']terphenyl-4'-yl-amine C1=CC=CC=2C3=CC=CC=C3C(=CC12)C1=CC=C(C=C1)NC=1C=C(C(=CC1)C1=CC=CC=C1)C1=CC=CC=C1